Silicon Oxyfluoride O(F)F.[Si]